FC1=CC=C(C=C1)C=1N=CN(C1C1=CC=NC=C1)CCCN1CCOCC1 4-[3-[4-(4-fluorophenyl)-5-pyridin-4-ylimidazol-1-yl]propyl]morpholine